2-[[2-[2-(dimethylamino)ethoxy]ethyl]methylamino]-ethanol CN(CCOCCN(CCO)C)C